C(C)OC(CCN1CCC(CC1)C=1C=CC(=NC1)C(=O)O)=O 5-[1-(3-ethoxy-3-oxopropyl)piperidin-4-yl]pyridine-2-carboxylic acid